1-(4-methoxyphenyl)-7-oxo-6-[4-aminophenyl]-4,5,6,7-tetrahydro-1H-pyrazolo[3,4-c]pyridine-3-carboxylic acid ethyl ester C(C)OC(=O)C1=NN(C=2C(N(CCC21)C2=CC=C(C=C2)N)=O)C2=CC=C(C=C2)OC